6,13-dimethylene-6,13-dihydropentacene C=C1C=2C=C3C=CC=CC3=CC2C(C2=CC3=CC=CC=C3C=C12)=C